C(CCCCCCCCCCC)(=O)OCCCC(CNCCCCN(C)C(=O)OC(C)(C)C)O 5-[4-(N-tert-butoxycarbonyl-N-methylamino)butylamino]-4-hydroxypentyl dodecanoate